tert-butyl (5-(phenylcarbamoyl)thiazol-2-yl)carbamate C1(=CC=CC=C1)NC(=O)C1=CN=C(S1)NC(OC(C)(C)C)=O